1,1'-(3,3'-difluoro[1,1'-biphenyl]-4,4'-diyl)bis{4-amino-2-hydroxy-3-[(E)-diazenyl]naphthalene-1-sulfonic acid} FC=1C=C(C=CC1C1(C(C(=C(C2=CC=CC=C12)N)\N=N\[H])O)S(=O)(=O)O)C1=CC(=C(C=C1)C1(C(C(=C(C2=CC=CC=C12)N)\N=N\[H])O)S(=O)(=O)O)F